1-[6-(2-hydroxyphenyl)pyridazin-4-yl]-N-methyl-4-(2-methylpyrazol-3-yl)-N-(piperidin-4-yl)piperidine-4-carboxamide OC1=C(C=CC=C1)C1=CC(=CN=N1)N1CCC(CC1)(C(=O)N(C1CCNCC1)C)C=1N(N=CC1)C